trans-3-[(2-chlorobenzyl)oxy]-N-{2-fluoro-3-[6-oxo-4-(trifluoromethyl)-1,6-dihydropyrimidin-2-yl]-4-(trifluoromethyl)benzyl}cyclobutane-1-carboxamide ClC1=C(CO[C@@H]2C[C@H](C2)C(=O)NCC2=C(C(=C(C=C2)C(F)(F)F)C=2NC(C=C(N2)C(F)(F)F)=O)F)C=CC=C1